CCC(=O)CC(C)=O 3-Methylacetylacetone